NCC(CN1N=CN(C1=O)C1=NC=C(C=C1C)C1=CC=C(C=C1)N1C(CCC1)=O)=C(F)F 2-[2-(aminomethyl)-3,3-difluoro-allyl]-4-[3-methyl-5-[4-(2-oxopyrrolidin-1-yl)phenyl]-2-pyridyl]-1,2,4-triazol-3-one